(3R)-7-cyano-8-fluoro-4-oxo-5-[(4-triisopropylsilyloxyphenyl)methyl]-2,3-dihydro-1,5-benzothiazepin-3-yl carbamate C(N)(O[C@H]1CSC2=C(N(C1=O)CC1=CC=C(C=C1)O[Si](C(C)C)(C(C)C)C(C)C)C=C(C(=C2)F)C#N)=O